ClC1=C(C=C(C=C1C(=O)N1C[C@H]2CO[C@H](CN2CC1)C1=CNC(=CC1=O)C(F)(F)F)F)C=1C=C(NC1)C#N 4-(2-chloro-5-fluoro-3-((3S,9aS)-3-(4-oxo-6-(trifluoromethyl)-1,4-dihydropyridin-3-yl)octahydropyrazino[2,1-c][1,4]oxazine-8-carbonyl)phenyl)-1H-pyrrole-2-carbonitrile